C(C1=CC=CC=C1)OC(=O)N1C(CCCC1)COCCO (2-hydroxyethoxymethyl)piperidine-1-carboxylic acid benzyl ester